C(CCC)(=O)OC1C2(CCC(C1)C2(C)C)C racemic-bornyl butyrate